(2R,3R,4S,5R,6R)-6-((1-Oxa-2-azaspiro[4.5]dec-2-en-3-yl)methyl)-5-(2,2-difluoroethoxy)-2-(hydroxymethyl)-4-(4-(3,4,5-trifluorophenyl)-1H-1,2,3-triazol-1-yl)tetrahydro-2H-pyran-3-ol O1N=C(CC12CCCCC2)C[C@@H]2[C@@H]([C@H]([C@H]([C@H](O2)CO)O)N2N=NC(=C2)C2=CC(=C(C(=C2)F)F)F)OCC(F)F